N-(7-(cyclopropylmethyl)-7-azaspiro[3.5]nonan-2-yl)-N-phenylthiophene-2-carboxamide hydrochloride Cl.C1(CC1)CN1CCC2(CC(C2)N(C(=O)C=2SC=CC2)C2=CC=CC=C2)CC1